2-((2-(2,6-Dioxopiperidin-3-yl)-1,3-dioxoisoindolin-5-yl)oxy)-N-(2-(2-(2-hydroxyethoxy)ethoxy)ethyl)acetamide O=C1NC(CCC1N1C(C2=CC=C(C=C2C1=O)OCC(=O)NCCOCCOCCO)=O)=O